C1(CC1)[C@H](NC(=O)NC1=CC=C(C=C1)S(=O)(=O)C)C=1OC2=C(C1C)C=C(C=C2)F (S)-1-(cyclopropyl(5-fluoro-3-methylbenzofuran-2-yl)methyl)-3-(4-(methylsulfonyl)phenyl)urea